N1(N=NN=C1)C1=CC=C(C=C1)CC(=O)N[C@H]1CNC2=C(N(C1=O)CC1=CC=CC=C1)C=C(C=C2)F (S)-2-(4-(1H-tetrazol-1-yl)phenyl)-N-(1-benzyl-8-fluoro-2-oxo-2,3,4,5-tetrahydro-1H-benzo[b][1,4]diazepin-3-yl)acetamide